1-hydroxy-N,N,6,6,9-pentamethyl-3-pentyl-6H-benzo[c]chromene-2-carboxamide OC1=C2C3=C(C(OC2=CC(=C1C(=O)N(C)C)CCCCC)(C)C)C=CC(=C3)C